methyl 2-(3-methyl-7-(1-phenylethoxy)imidazo[1,2-a]pyridin-2-yl)acetate CC1=C(N=C2N1C=CC(=C2)OC(C)C2=CC=CC=C2)CC(=O)OC